NCCN1CC2=CC(=CC=C2CC1)C(=O)OC(C)C isopropyl 2-(2-aminoethyl)-1,2,3,4-tetrahydroisoquinoline-7-carboxylate